CC1=C(C(=C(C(=O)[O-])C=C1)NC1=C(C(=CC=C1)C)C)N1C=CC2=C1N=CN=C2C=2C=NN(C2)C2(CN(C2)S(=O)(=O)CC)CC#N Methyl(4-(1-(3-(cyanomethyl)-1-(ethylsulfonyl)azetidin-3-yl)-1H-pyrazol-4-yl)-7H-pyrrolo[2,3-d]pyrimidin-7-yl)2-((2,3-dimethylphenyl)amino)benzoate